1-cyclopropylpyrimidine-2,4,6(1H,3H,5H)-trione-5-carbaldehyde C1(CC1)N1C(NC(C(C1=O)C=O)=O)=O